COC1C(CCC(C1)C(=C)C)=C 2-methoxy-4-(1-methylvinyl)-1-methylenecyclohexane